tris-(3-epoxycyclohexyl)phenyl-silane C12C(C(CCC1)[Si](C1=CC=CC=C1)(C1C3C(CCC1)O3)C3C1C(CCC3)O1)O2